4,5-diamino-3-methyl-1-isopropyl-pyrazoleacrylamide 2-methyl-propanesulfonate CC(CS(=O)(=O)O)C.NC=1C(NN(C1N)C(C)C)(C=CC(=O)N)C